bis(trifluoromethanesulfonyl)imide cerium (III) [Ce+3].[N-](S(=O)(=O)C(F)(F)F)S(=O)(=O)C(F)(F)F.[N-](S(=O)(=O)C(F)(F)F)S(=O)(=O)C(F)(F)F.[N-](S(=O)(=O)C(F)(F)F)S(=O)(=O)C(F)(F)F